ClC=1C=C(C=CC1)S(=O)(=O)N1CCC2(C[C@H](CO2)NC[C@@H](COC=2C=C(C=CC2)S(=O)(=O)N)O)CC1 3-((S)-3-((R)-8-(3-chlorophenyl-sulfonyl)-1-oxa-8-azaspiro[4.5]dec-3-ylamino)-2-hydroxypropoxy)benzenesulfonamide